C(CCC)C1=C(C(=NN1C(C)C)CC(C)C)O 5-n-Butyl-3-isobutyl-4-hydroxy-1-isopropyl-pyrazol